methyl ribonate O=C([C@H](O)[C@H](O)[C@H](O)CO)OC